3-(methylsulfonyl)cyclobutan-1-one CS(=O)(=O)C1CC(C1)=O